C1(CC1)C1=CC(=C(C=C1)C1=NN=C(C=2CCCCC12)N[C@H]1CN(CCC1)C)OC (R)-4-(4-cyclopropyl-2-methoxyphenyl)-N-(1-methylpiperidin-3-yl)-5,6,7,8-tetrahydrophthalazin-1-amine